C(C)(C)C1=C(C=CC=C1)C1N(CCN(C1)C(C)C1=CC=CC=C1)C1CC2(C1)CCNCC2 2-(2-(2-isopropylphenyl)-4-(1-phenylethyl)piperazin-1-yl)-7-azaspiro[3.5]nonane